2-Hydroxymethyl-Propane-1,3-Diol OCC(CO)CO